CCCCCCCCC[C@H](CC(=O)SCCNC(=O)CCNC(=O)[C@@H](C(C)(C)COP(=O)([O-])OP(=O)([O-])OC[C@@H]1[C@H]([C@H]([C@@H](O1)N2C=NC3=C(N=CN=C32)N)O)OP(=O)([O-])[O-])O)O The molecule is an (R)-3-hydroxyacyl-CoA(4-) obtained by deprotonation of the phosphate and diphosphate OH groups of (R)-3-hydroxylauroyl-CoA. It is a (R)-3-hydroxyacyl-CoA(4-), an 11,12-saturated fatty acyl-CoA(4-) and a medium-chain fatty acyl-CoA(4-). It is a conjugate base of a (R)-3-hydroxylauroyl-CoA.